CC=1C=C(C=C(C1)N1N=C(C2=CC=CC=C12)C1=CC=C(C=C1)C(F)(F)F)NC(C=C)=O N-(3-methyl-5-(3-(4-(trifluoromethyl)phenyl)-1H-indazol-1-yl)phenyl)acrylamide